[N+](=O)([O-])C1=CC=C(C=C1)C1=CC=C(O1)\C=C/1\C(N(C(=C1)C1=CC=CC=C1)CCC(=O)O)=O (E)-3-(3-((5-(4-nitrophenyl)furan-2-yl)methylene)-2-oxo-5-phenyl-2,3-dihydro-1H-pyrrol-1-yl)propanoic acid